dichlorodibenzodioxin ClC1=C(C2=C(OC3=C(O2)C=CC=C3)C=C1)Cl